5-cyano-2,3-dimethoxybenzoic acid ethyl ester C(C)OC(C1=C(C(=CC(=C1)C#N)OC)OC)=O